C(#CC)C1C(N=C(NC1=O)C1=NN(C=C1)C)=O 5-propynyl-2-(1-methyl-1H-pyrazol-3-yl)pyrimidine-4,6-dione